ClC1=CC(=C(C(=C1)F)N1C[C@H]([C@](CC1)(O)COC1=CC=CC2=C1COCC(N2)=O)O)F 6-[[(3R,4R)-1-(4-chloro-2,6-difluorophenyl)-3,4-dihydroxypiperidin-4-yl]methoxy]-1,5-dihydro-4,1-benzoxazepin-2-one